Monopropyl-Tin Oxide C(CC)[Sn]=O